(5-isopropyl-1-(tetrahydro-2H-pyran-2-yl)-1H-pyrazol-4-yl)boronic acid C(C)(C)C1=C(C=NN1C1OCCCC1)B(O)O